4-tert-butylpyrrole C(C)(C)(C)C=1C=CNC1